hexaanimin rhodium sulfate S(=O)(=O)([O-])[O-].[Rh+3].C(CCCCC)=N.S(=O)(=O)([O-])[O-].S(=O)(=O)([O-])[O-].[Rh+3]